6-bromo-4-(difluoromethyl)-3-iodo-2-methylindazole BrC=1C=C(C2=C(N(N=C2C1)C)I)C(F)F